4-(4-acryloxybutoxy)-benzoic acid C(C=C)(=O)OCCCCOC1=CC=C(C(=O)O)C=C1